COC=1C=CC(=C(N)C1)OC(F)(F)F 5-methoxy-2-(trifluoromethoxy)aniline